1,3-diallyl-2-methylimidazolium C(C=C)N1C(=[N+](C=C1)CC=C)C